COC1=CC=2C(=C3C(=NC2C=C1OCCCOC)CCC3)NC 7-methoxy-6-(3-methoxypropoxy)-N-methyl-1H,2H,3H-cyclopenta[b]quinolin-9-amine